C1(CC1)CN1CN=C2N(CN(C=C12)CC=1N=C(SC1C)C(C(F)(F)F)(C)O)C 7-(cyclopropylmethyl)-3-methyl-1-((5-methyl-2-(1,1,1-trifluoro-2-hydroxypropan-2-yl)thiazol-4-yl)methyl)-1H-purine